(E)-3-(Pentadec-8-enyl)phenol C(CCCCCC\C=C\CCCCCC)C=1C=C(C=CC1)O